2-(2-pyridylethyl)trimethoxysilane CO[Si](CCC1=CC=CC=N1)(OC)OC